[O-2].[Mg+2].[Sn+4].[In+3] indium tin magnesium oxide